COC1=CC=C2C=CC=C(C2=C1)C=C 7-methoxy-1-vinylnaphthalene